BrC1=C(C=CC=C1)C(C)CC o-bromo(sec-butyl)benzene